7-[[6-methyl-4-(methylamino)-2-pyridyl]amino]-2,3-dihydro-1,4-benzodioxin-5-ol CC1=CC(=CC(=N1)NC=1C=C(C2=C(OCCO2)C1)O)NC